C(#N)C1=CC(=C(C=C1)N1CC(N(C2(CC(C2)C(=O)NC2CC2)C1=O)CC1=CC=C(C=C1)C(F)(F)F)=O)F (2r,4r)-8-(4-cyano-2-fluoro-phenyl)-N-cyclopropyl-6,9-dioxo-5-(4-(trifluoromethyl)benzyl)-5,8-diazaspiro[3.5]nonane-2-carboxamide